BrC=1C=NN(C1)CCCCN1C=C(C2=CC=CC(=C12)OCCOC)F 1-(4-(4-bromo-1H-pyrazol-1-yl)butyl)-3-fluoro-7-(2-methoxyethoxy)-indole